(4-(N-acetylsulfamoyl)-phenyl)boronic acid C(C)(=O)NS(=O)(=O)C1=CC=C(C=C1)B(O)O